2,3,4-tri-O-acetyl-beta-D-glucopyranosuronate C(C)(=O)O[C@H]1[C@H](O)O[C@@H]([C@H]([C@@H]1OC(C)=O)OC(C)=O)C(=O)[O-]